N1=CC(=CC=C1)/C=C/C(=O)O (E)-3-(3-pyridyl)acrylic acid